BrC=1C=CC(=C(C1)C(C)(C)N)F 2-(5-bromo-2-fluorophenyl)propan-2-amine